N1CCC(CC1)C1=NC2=C(N1)C=CC=C2 2-(piperidine-4-yl)-1H-benzimidazole